N-(4-{1-[(1-methyl-1H-indol-2-yl)carbonyl]piperidin-4-yl}butyl)imidazo[1,2-a]pyridine-6-carboxamide CN1C(=CC2=CC=CC=C12)C(=O)N1CCC(CC1)CCCCNC(=O)C=1C=CC=2N(C1)C=CN2